C(C)(C)C1=C(C2=CC(=CC=C2C=C1)C(C)C)NC1=CC=CC2=C1OC1=C2C=CC=C1 N-(2,7-diisopropylnaphthalen-1-yl)-dibenzofuran-4-amine